N[C@@H]1CN(CC1)S(=O)(=O)NC(=O)C=1C(=NC(=CC1)C1=C(C(=CC=C1)C)C)N1C(C[C@@H](C1)C)(C)C N-[(3S)-3-Aminopyrrolidin-1-yl]sulfonyl-6-(2,3-dimethylphenyl)-2-[(4S)-2,2,4-trimethylpyrrolidin-1-yl]pyridin-3-carboxamid